NCNC[Si](OC)(OC)OC N-(1-aminomethyl)-1-aminomethyltrimethoxysilane